FC=1C=C(\C=C\2/CCN3C2=NC=2C=C(C(=CC2C3=O)OC)OC)C=CC1F (E)-3-(3,4-difluorobenzylidene)-6,7-dimethoxy-2,3-dihydropyrrolo[2,1-b]quinazolin-9(1H)-one